ClC1=CC=C(CCN[C@@H](C(=O)C2=CNC3=CC=CC=C23)C2=NC=CC=C2)C=C1 |r| (rac)-2-((4-chlorophenethyl)amino)-1-(1H-indol-3-yl)-2-(pyridin-2-yl)ethan-1-one